(R)-(6-cyclopropylpyrazolo[1,5-a]pyridin-3-yl)(4-(4-methylpyrazolo[1,5-a]pyridin-2-yl)-6,7-dihydro-1H-imidazo[4,5-c]pyridin-5(4H)-yl)methanone C1(CC1)C=1C=CC=2N(C1)N=CC2C(=O)N2[C@H](C1=C(CC2)NC=N1)C1=NN2C(C(=CC=C2)C)=C1